N[C@H](C(=O)NC=1C=NN(C1)C(C(F)(F)F)C=1C(=NC=CC1)OC)C(C1CC1)C1CC1 (2S)-2-amino-3,3-dicyclopropyl-N-[1-[2,2,2-trifluoro-1-(2-methoxy-3-pyridyl)ethyl]pyrazol-4-yl]propanamide